C(CCCCC)(=O)OCCC1=CC=CC=C1 phenethyl caproate